C(C(C)C)C1(OC(CC(O1)=O)=O)C 2-isobutyl-2-methyl-1,3-dioxane-4,6-dione